N(=[N+]=[N-])C1=NC(=NC(=C1)OC)S(=O)(=O)C 4-azido-2-methylsulfonyl-6-methoxypyrimidine